C1=CC=CC=2SC3=CC=CC=C3N(C12)C(=O)[O-] phenothiazine-10-carboxylate